ClC1=CC2=C([C@@H](CO2)N)C=C1 (S)-6-chloro-2,3-dihydrobenzofuran-3-amine